2-(Acetyloxy)-5-iodobenzoic acid C(C)(=O)OC1=C(C(=O)O)C=C(C=C1)I